((2R,5R)-5-((2-((tert-butyldimethylsilyl)oxy)ethyl)amino)tetrahydro-2H-pyran-2-yl)((S)-1-(4-fluorophenyl)-3,4-dihydroisoquinolin-2(1H)-yl)methanone formate C(=O)O.[Si](C)(C)(C(C)(C)C)OCCN[C@@H]1CC[C@@H](OC1)C(=O)N1[C@H](C2=CC=CC=C2CC1)C1=CC=C(C=C1)F